C(C)(C)(C)[C@@H]1CC=2C=C3C(=NC2CC1)SC(=C3)C(=O)N[C@H](CC[NH+]3[C@@H](CCC3)CO)C3=CC=C(C=C3)C3=CNC(C=C3)=O |r| rac-(6S)-6-tert-butyl-N-[rac-(1R)-1-[4-(6-oxo-1H-pyridin-3-yl)phenyl]-3-[rac-(2S)-2-(hydroxymethyl)pyrrolidin-1-ium-1-yl]propyl]-5,6,7,8-tetrahydrothieno[2,3-b]quinoline-2-carboxamide